(S)-2-(3-((6-((1-(3-cyclopropylphenyl)ethyl)carbamoyl)-1,2-dimethyl-1H-indol-3-yl)methyl)phenoxy)-2-methyl-propanoic acid C1(CC1)C=1C=C(C=CC1)[C@H](C)NC(=O)C1=CC=C2C(=C(N(C2=C1)C)C)CC=1C=C(OC(C(=O)O)(C)C)C=CC1